COCCOCCOCCOCCOCCOCCOCCOCCOCCOCCOCCOCCC(=O)O 2,5,8,11,14,17,20,23,26,29,32,35-dodecaoxaoctatriacontan-38-oic acid